C[Si](N=C1N(CCN1C1=C(C=C(C=C1C)C)C)C1=C(C=C(C=C1C)C)C)(C)C N-trimethylsilyl-1,3-bis(2,4,6-trimethylphenyl)-imidazolidinimine